C(C)(=O)O.C(C)(=O)SCCNC(CCNC([C@@H](C(COP(OP(OC[C@@H]1[C@H]([C@H]([C@@H](O1)N1C=NC=2C(N)=NC=NC12)O)OP(=O)(O)O)(=O)O)(=O)O)(C)C)O)=O)=O AcetylCoA acetate